3-(6-methylpyridin-2-yl)-3-oxopropanoic acid ethyl ester C(C)OC(CC(=O)C1=NC(=CC=C1)C)=O